2-fluoro-N-(3-methyl-6-(4-methylpyridin-3-yl)imidazo[1,2-a]pyridin-2-yl)cyclopropane-1-carboxamide FC1C(C1)C(=O)NC=1N=C2N(C=C(C=C2)C=2C=NC=CC2C)C1C